ClCC1=C(C=CC=C1OC)F 2-(chloromethyl)-1-fluoro-3-methoxybenzene